6-(3-isopropyl-5-(piperidin-4-yl)-1H-indol-2-yl)-3,8-dimethylimidazo[1,2-a]pyridine C(C)(C)C1=C(NC2=CC=C(C=C12)C1CCNCC1)C=1C=C(C=2N(C1)C(=CN2)C)C